[Ge].[Y] Yttrium-germanium